[Si](C1=CC=CC=C1)(C1=CC=CC=C1)(C(C)(C)C)OC1=C(C(=CC=C1)F)C=1C=C2C(NNC(C2=CC1Cl)=O)=O 6-(2-((tert-butyldiphenylsilyl)oxy)-6-fluorophenyl)-7-chloro-2,3-dihydrophthalazine-1,4-dione